(s)-4-methylthio-1-carbonyl-1-(phenylpiperidinyl)butane CSCCCC(N1[C@@H](CCCC1)C1=CC=CC=C1)=C=O